BrC=1C=CC=C2C(=NC(=NC12)O)O 8-bromoquinazoline-2,4-diol